3-(7-(4-methoxy-1,6-dimethyl-2-oxo-1,2-dihydropyridin-3-yl)-1,3-dihydroisobenzofuran-4-yl)propanoic acid COC1=C(C(N(C(=C1)C)C)=O)C=1C=CC(=C2COCC12)CCC(=O)O